(S)-4-((4-(2-(tert-Butyl)thiazol-5-yl)pyridin-2-yl)((4-(4-methoxy-3-methylphenyl)bicyclo[2.2.2]octan-1-yl)methyl)carbamoyl)cyclohexyl-2-(hydroxymethyl)azetidine C(C)(C)(C)C=1SC(=CN1)C1=CC(=NC=C1)N(C(=O)C1CCC(CC1)N1[C@@H](CC1)CO)CC12CCC(CC1)(CC2)C2=CC(=C(C=C2)OC)C